CNCC1=C(CN(C(C(C)(C)C)=O)[C@@H](C(NC=2C=C3CC4(C(NC5=NC=CC=C54)=O)CC3=CC2)=O)C)C=CC=C1 N-(2-((Methylamino)methyl)benzyl)-N-((2R)-1-oxo-1-((2'-oxo-1,1',2',3-tetrahydrospiro[indene-2,3'-pyrrolo[2,3-b]pyridin]-5-yl)amino)propan-2-yl)pivalamide